NC1=C(C=CC(=C1)C=1C(=NOC1C)C)N[C@@H]1CS(CC1)(=O)=O (S)-3-((2-amino-4-(3,5-dimethylisoxazol-4-yl)phenyl)amino)tetrahydrothiophene 1,1-dioxide